CC1=CC=C(C(=O)OC2=C(C(=CC(=C2)Br)\C=N/C(CC2=CC=C(C=C2)O)C(CO)=O)OC(C(C)C)=O)C=C1 (Z)-5-bromo-3-((4-hydroxy-1-(4-hydroxyphenyl)-3-oxobutan-2-ylimino)methyl)-2-(isobutyryloxy)phenyl 4-methylbenzoate